4-(3,3-difluoroazetidine-1-carbonyl)-2-(6-fluoro-1-methyl-1H-indol-4-yl)-6,7-dimethoxyisoquinolin-1(2H)-one FC1(CN(C1)C(=O)C1=CN(C(C2=CC(=C(C=C12)OC)OC)=O)C1=C2C=CN(C2=CC(=C1)F)C)F